4-(4-Amino-3-(2-fluoro-4-phenoxyphenyl)-1H-pyrazolo[3,4-d]pyrimidin-1-yl)cyclohexan-1-one NC1=C2C(=NC=N1)N(N=C2C2=C(C=C(C=C2)OC2=CC=CC=C2)F)C2CCC(CC2)=O